[Si](=O)=O.[Cu].[Zn].[Ag] silver-zinc-copper-silicon dioxide